BrCCCOC=1C=CC(=NC1)C(=O)NC 5-(3-bromopropyloxy)-N-methylpyridineamide